NC1=C(C(=CC(=N1)N1CC(C1)[C@@H]1CN(CCC1)CCO)N[C@H](C)C1=C(C=C(C=C1)Cl)Cl)[N+](=O)[O-] 2-[(3R)-3-[1-(6-amino-4-{[(1R)-1-(2,4-dichlorophenyl)ethyl]amino}-5-nitropyridin-2-yl)azetidin-3-yl]piperidin-1-yl]ethanol